1,5-hexanediol diacrylate C(C=C)(=O)OCCCCC(C)OC(C=C)=O